C(C=C)(=O)N1CCC(C2=CC=CC=C12)=O 1-(prop-2-enoyl)-2,3-dihydroquinolin-4-one